C(C=C)[C@H]1C2CC[C@@H](CN1C1=NC(=NC3=C(C=C(C(=C13)Br)F)F)Cl)N2CC2=CC=CC=C2 4-((7R,2S,5s)-2-allyl-8-benzyl-3,8-diazabicyclo[3.2.1]octan-3-yl)-5-bromo-2-chloro-6,8-difluoroquinazoline